(S)-(6-(1-amino-5-fluoro-1,3-dihydrospiro[inden-2,4'-piperidin]-1'-yl)-3-(3,6-dihydro-2H-pyran-4-yl)-1H-pyrazolo[3,4-b]pyrazin-5-yl)methanol N[C@@H]1C2=CC=C(C=C2CC12CCN(CC2)C2=C(N=C1C(=N2)NN=C1C=1CCOCC1)CO)F